meta-dioxan O1COCCC1